C(C1=CC=CC=C1)N([C@@H]1[C@H](CCCC1)N(C=1C=C2CN(C(C2=CC1)=O)C1C(NC(CC1)=O)=O)C)C 3-(5-(((1S,2S)-2-(benzyl(methyl)amino)cyclohexyl)(methyl)amino)-1-oxoisoindolin-2-yl)piperidine-2,6-dione